4-fluoro-(fluorocinnamic acid) FC1=CC=C(C=C(C(=O)O)F)C=C1